2-oxo-8-(5-phenyl-4H-1,2,4-triazol-3-yl)-1H-quinoline-3-carboxamide O=C1NC2=C(C=CC=C2C=C1C(=O)N)C1=NN=C(N1)C1=CC=CC=C1